Potassium hydroxyisoxazole OC1=NOC=C1.[K]